OC(CN(C(OC(C)(C)C)=O)C)C1=C(C(=CC=C1)C=1C=NC=CC1)CO tert-butyl (2-hydroxy-2-(2-(hydroxymethyl)-3-(pyridin-3-yl)phenyl)ethyl)(methyl)carbamate